(2S,4S)-4-fluoro-1-[2-[4-(1-isoquinolyloxy)-1-piperidyl]acetyl]pyrrolidine F[C@H]1CCN(C1)C(CN1CCC(CC1)OC1=NC=CC2=CC=CC=C12)=O